FC1=C(C(=CC=C1)C)C1CC(CC1)C1=CC=2C(=NC(=CN2)C)NC1=O 7-(3-(2-fluoro-6-methylphenyl)cyclopentyl)-3-methylpyrido[2,3-b]pyrazin-6(5H)-one